FC1(CCOCC1)CC1=CC=C(C=C1)B1OC(C(O1)(C)C)(C)C 2-(4-((4-fluorotetrahydro-2H-pyran-4-yl)methyl)phenyl)-4,4,5,5-tetramethyl-1,3,2-dioxaborolane